2-(syn-4,4-difluoro-2-(methyl-d3)cyclohexyl)-4-(2,5-difluorophenyl)pyridin-3-amine FC1(CC(C(CC1)C1=NC=CC(=C1N)C1=C(C=CC(=C1)F)F)C([2H])([2H])[2H])F